CN1C(=NC(=C1C)C=1C=C2CN(C(C2=CC1)=O)C1C(NC(CC1)=O)=O)C1CCOCC1 3-(5-(1,5-dimethyl-2-(tetrahydro-2H-pyran-4-yl)-1H-imidazol-4-yl)-1-oxoisoindolin-2-yl)piperidine-2,6-dione